OC1=C(C=O)C=CC(=C1OC)OCC#C 2-hydroxy-3-methoxy-4-prop-2-ynoxy-benzaldehyde